CCC(C=CC)=O methyl-pentenone